CN1N=CC(=C1)C1=NC=CC(=N1)C(=O)N 2-(1-methyl-1H-pyrazol-4-yl)pyrimidine-4-carboxamide